N1(N=CN=C1)C1=CC=C(C=C1)C(=O)N1[C@H]2CC=3C(=NN(C3C3=CC=CC=C3)C)[C@@H]1CCC2 |r| racemic-(4-(1H-1,2,4-Triazol-1-yl)phenyl)((5R,9S)-2-methyl-3-phenyl-4,5,6,7,8,9-hexahydro-2H-5,9-epiminocycloocta[c]pyrazol-10-yl)methanone